FC1=C(C(=C2C=CNC2=C1)/C=C/C(=O)OCC)OC1=CC(=C(C=C1)F)C=1NC(=CN1)C(C)(C)C1=CC=CC=C1 ethyl (E)-3-(6-fluoro-5-(4-fluoro-3-(5-(2-phenylpropan-2-yl)-1H-imidazol-2-yl)phenoxy)-1H-indol-4-yl)acrylate